styrylmethyl ketone C(=CC1=CC=CC=C1)C(=O)C